FC(C=1C=CC=2N(N1)C(=CN2)C2=CC(=NC=C2)N2CC(CC2)CNS(=O)(=O)C)F N-((1-(4-(6-(Difluoromethyl)imidazo[1,2-b]pyridazin-3-yl)pyridin-2-yl)pyrrolidin-3-yl)methyl)methanesulfonamide